ClC=1C(=C(C(=CC1)F)C1=C(C(=NN(C1=O)C)C)OC(C(C)C)=O)CCB1OC(C(O1)(C)C)(C)C.FS(C1=CC=C(N)C=C1)(F)(F)(F)F 4-(pentafluoro-λ6-sulfanyl)aniline [5-[3-chloro-6-fluoro-2-[2-(4,4,5,5-tetramethyl-1,3,2-dioxaborolan-2-yl)ethyl]phenyl]-1,3-dimethyl-6-oxo-pyridazin-4-yl]2-methylpropionate